C(C)(C)C1=CC(=NN1)C(=O)N1CC2(CN(C2)C(=O)C=2SC=C(C2)OC)C1 (5-Isopropyl-1H-pyrazol-3-yl)-[2-(4-methoxythiophene-2-carbonyl)-2,6-diazaspiro[3.3]heptan-6-yl]methanone